N-[2-(3-chlorophenyl)-5-(2,6-difluoro-4-methoxyphenyl)-1-methyl-3-oxo-2,3-dihydro-1H-pyrazol-4-yl]-4-(difluoromethoxy)benzamide ClC=1C=C(C=CC1)N1N(C(=C(C1=O)NC(C1=CC=C(C=C1)OC(F)F)=O)C1=C(C=C(C=C1F)OC)F)C